NC=1C2=C(N=CN1)N(C(=C2C2=CC(=C(C=C2)OC2COCC2)C)C2=CC=C(C=C2)NC(C(=C)C)=O)C N-(4-(4-amino-7-methyl-5-(3-methyl-4-(tetrahydrofuran-3-yloxy)phenyl)-7H-pyrrolo[2,3-d]pyrimidin-6-yl)phenyl)methacrylamide